(2,6-dimethoxypyridin-3-yl)boric acid COC1=NC(=CC=C1OB(O)O)OC